CC1(NC=2C=CC=C(C2C=C1)C#N)C 2,2-dimethyl-1,2-dihydroquinoline-5-carbonitrile